C(C)N(C1=NC=NC=C1)C 4-(ethyl(methyl)amino)pyrimidin